sulfhydryl-phenyl-amide S[N-]C1=CC=CC=C1